6'-(((1S,3S)-3-((5,6-Dimethylpyrazin-2-yl)amino)cyclopentyl)amino)-3-methyl-2H-[1,3'-bipyridin]-2-one CC=1N=CC(=NC1C)N[C@@H]1C[C@H](CC1)NC1=CC=C(C=N1)N1C(C(=CC=C1)C)=O